4-phenyl-1,7-bis(4-fluorophenyl)hept-1,6-diene-3,5-dione C1(=CC=CC=C1)C(C(C=CC1=CC=C(C=C1)F)=O)C(C=CC1=CC=C(C=C1)F)=O